C(C(C(C(C=O)O)O)O)O 1-ARABINOSE